NC1=NC(=NC=C1C#N)C1=NN(C2=NC=C(C=C21)F)CC2=C(C=CC=C2)F amino-2-(5-fluoro-1-(2-fluorobenzyl)-1H-pyrazolo[3,4-b]pyridin-3-yl)pyrimidine-5-carbonitrile